N-[4-Fluoro-5-[(5-methoxypyrazin-2-yl)carbamoyl]-2-methylphenyl]-2-methyl-1,3-thiazole-5-carboxamide FC1=CC(=C(C=C1C(NC1=NC=C(N=C1)OC)=O)NC(=O)C1=CN=C(S1)C)C